C(CCCCCCCCCCCCCCCCC(C)C)(=O)N isoeicosanamide